bis-(4-t-butylcyclohexyl) peroxy dicarbonate C(OC1CCC(CC1)C(C)(C)C)(OOOOC(OC1CCC(CC1)C(C)(C)C)=O)=O